CC1(OB(OC1(C)C)C=1C=C2C=C(COC2=CC1)C#N)C 6-(4,4,5,5-Tetramethyl-1,3,2-dioxaborolan-2-yl)-2H-chromene-3-carbonitrile